2,6-diisopropylphenyl (R)-4-((3S,8S,9S,10R,13R,14S,17R)-3-(ethoxymethoxy)-10,13-dimethyl-2,3,4,7,8,9,10,11,12,13,14,15,16,17-tetradecahydro-1H-cyclopenta[a]phenanthren-17-yl)pentanoate C(C)OCO[C@H]1CC[C@@]2([C@H]3CC[C@@]4([C@H](CC[C@H]4[C@@H]3CC=C2C1)[C@@H](CCC(=O)OC1=C(C=CC=C1C(C)C)C(C)C)C)C)C